C(#N)C1=CC(=C(C=C1)[C@@H]1COC2=C(O1)C=CC=C2C2CCN(CC2)CC2=NC1=C(N2C)C=C(C=C1OC)C(=O)O)F (R)-2-((4-(2-(4-Cyano-2-fluorophenyl)-2,3-dihydrobenzo[b][1,4]dioxin-5-yl)piperidin-1-yl)methyl)-4-methoxy-1-methyl-1H-benzo[d]imidazole-6-carboxylic acid